OCCC(C(=O)O)=C.C(C=C)(=O)OCCO 2-hydroxyethyl acrylate (2-hydroxyethyl acrylate)